O=C1NC(CCC1N1C(C2=CC=C(C=C2C1)C1CCN(CC1)CC1=NC=C(C=N1)C#N)=O)=O 2-((4-(2-(2,6-dioxopiperidin-3-yl)-1-oxoisoindolin-5-yl)piperidin-1-yl)methyl)pyrimidine-5-carbonitrile